2-(3-methoxyphenyl)-1,3-thiazole COC=1C=C(C=CC1)C=1SC=CN1